hexaboron silicide B12B3B4B1[Si]45B2B53